2,6-dihydroxy-5'-methyl-4-pentyl-N-(pyrimidin-2-yl)-1',2',3',4'-tetrahydro-[1,1'-biphenyl]-3-sulfonamide OC1=C(C(=CC(=C1S(=O)(=O)NC1=NC=CC=N1)CCCCC)O)C1CCCC(=C1)C